tert-butyl 3-(6-(4-(2,8-dimethylimidazo[1,2-a]pyridin-6-yl)-2-(methoxymethoxy)phenyl)pyridazin-3-yl)azetidine-1-carboxylate CC=1N=C2N(C=C(C=C2C)C2=CC(=C(C=C2)C2=CC=C(N=N2)C2CN(C2)C(=O)OC(C)(C)C)OCOC)C1